19,19-dimethyl-18-oxo-2,5,8,11,14-pentaoxa-17-azaeicosane CC(C(NCCOCCOCCOCCOCCOC)=O)(C)C